tert-butyl (3R)-3-(4-benzylsulfanyl-3-methoxy-anilino)piperidine-1-carboxylate C(C1=CC=CC=C1)SC1=C(C=C(N[C@H]2CN(CCC2)C(=O)OC(C)(C)C)C=C1)OC